4-(3-((1-(4-chlorophenyl)-2-(4-methyl-6-(trifluoromethoxy)indol-1-yl)-2-oxoethyl)amino)-5-methoxyphenoxy)butanoic acid ClC1=CC=C(C=C1)C(C(=O)N1C=CC2=C(C=C(C=C12)OC(F)(F)F)C)NC=1C=C(OCCCC(=O)O)C=C(C1)OC